(3S)-3-amino-N-benzyl-2-hydroxy-4-((S)-2-oxopyrrolidin-3-yl)butanamide N[C@H](C(C(=O)NCC1=CC=CC=C1)O)C[C@H]1C(NCC1)=O